(6S,9aS)-N-benzyl-6-(4-hydroxybenzyl)-4,7-dioxo-2-(prop-2-ynyl)-8-(quinolin-5-ylmethyl)octahydro-1H-pyrazino[2,1-c][1,2,4]triazine-1-carboxamide C(C1=CC=CC=C1)NC(=O)N1N(CC(N2[C@@H]1CN(C([C@@H]2CC2=CC=C(C=C2)O)=O)CC2=C1C=CC=NC1=CC=C2)=O)CC#C